1-(carboxymethyl)-5-(trifluoromethyl)-1H-1,2,3-triazole-4-carboxylic acid C(=O)(O)CN1N=NC(=C1C(F)(F)F)C(=O)O